3-chloro-7-(((cyclobutylmethyl)amino)methyl)-1H-pyrrolo[3,2-b]pyridine-5-carboxylic acid ClC1=CNC=2C1=NC(=CC2CNCC2CCC2)C(=O)O